2,2,3,3,3-pentafluoropropyl chloroacrylate ClC(C(=O)OCC(C(F)(F)F)(F)F)=C